N1(N=CC=C1)[C@H]1[C@@H](CC1)C=1NC(C2=C(N1)N(N=C2C#N)[C@@H](C)C2CCOCC2)=O 6-((1R,2R)-2-(1H-Pyrazol-1-yl)cyclobutyl)-4-oxo-1-((S)-1-(tetrahydro-2H-pyran-4-yl)ethyl)-4,5-dihydro-1H-pyrazolo[3,4-d]pyrimidin-3-carbonitril